COC1=CC=CC(=C1N)N diaminoanisole